BrC=1N=C2C(=NC1)N(C=C2C2=CC=C(C(=O)N(C)CCC#N)C=C2)S(=O)(=O)CC2=CC=CC=C2 4-(2-bromo-5-toluenesulfonyl-5H-pyrrolo[2,3-b]pyrazin-7-yl)-N-(2-cyanoethyl)-N-methylbenzamide